7-(8-ethylnaphthalen-1-yl)-8-fluoro-2-((hexahydro-1H-pyrrolizin-7a-yl)methoxy)pyrido[4,3-d]pyrimidine C(C)C=1C=CC=C2C=CC=C(C12)C1=C(C=2N=C(N=CC2C=N1)OCC12CCCN2CCC1)F